N(=[N+]=[N-])CCCC[C@@H](N)C(=O)O ε-azido-D-norleucine